(S)-2-formyl-6-methoxy-1-(2-(5-methoxy-1H-indol-3-yl)ethyl)-N-methyl-1,2,3,4-tetrahydro-isoquinoline-7-carboxamide C(=O)N1[C@H](C2=CC(=C(C=C2CC1)OC)C(=O)NC)CCC1=CNC2=CC=C(C=C12)OC